tert-butyl (tert-butoxycarbonyl)(7-cyclopropyl-5-(8-(3-(4-((1-methylpiperidin-4-yl)oxy)-3-(trifluoromethyl)phenyl)ureido)isoquinolin-5-yl)-7H-pyrrolo[2,3-d]pyrimidin-4-yl)carbamate C(C)(C)(C)OC(=O)N(C(OC(C)(C)C)=O)C=1C2=C(N=CN1)N(C=C2C2=C1C=CN=CC1=C(C=C2)NC(=O)NC2=CC(=C(C=C2)OC2CCN(CC2)C)C(F)(F)F)C2CC2